8-(4-(sec-butyl)-2-chlorophenyl)-6-(1-methylcyclopropoxy)-9-((4-methylpyridin-2-yl)methyl)-9H-purine C(C)(CC)C1=CC(=C(C=C1)C=1N(C2=NC=NC(=C2N1)OC1(CC1)C)CC1=NC=CC(=C1)C)Cl